FC(C[C@@H](C(=O)NC1=NC=CC(=C1)C1=C(C2=NC(=CC(=C2N1)C(=O)OC)F)C1=NC=CC=C1)C1=CC=C(C=C1)F)F |r| methyl 2-(2-{[(2RS)-4,4-difluoro-2-(4-fluorophenyl)butanoyl]amino}pyridin-4-yl)-5-fluoro-3-(pyridin-2-yl)-1H-pyrrolo[3,2-b]pyridine-7-carboxylate